C(C1=CC=CC=C1)C(C(=O)N)N(C)CC=1SC(=CC1)Br Benzyl-2-(((5-bromothiophen-2-yl)methyl)(methyl)amino)acetamide